2-FLUORONAPHTHALENE-6-CARBOXALDEHYDE FC1=CC2=CC=C(C=C2C=C1)C=O